N1(CCNCC1)C=1C2=C(NN1)SC(=C2)C(=O)N 3-(piperazin-1-yl)-1H-thieno[2,3-c]pyrazole-5-amide